3,5-dimethylphenyl-diphenyl-phosphorus oxide CC=1C=C(C=C(C1)C)P(C1=CC=CC=C1)(C1=CC=CC=C1)=O